FC=1C(=C(C=C(C1)COC)B(O)O)OC (3-fluoro-2-methoxy-5-(methoxymethyl)phenyl)boronic acid